4-fluorobenzyl (S)-2-(1-hydroxy-7-methyl-1,3-dihydrobenzo[c][1,2]oxaborole-6-carboxamido)-2-phenylacetate OB1OCC2=C1C(=C(C=C2)C(=O)N[C@H](C(=O)OCC2=CC=C(C=C2)F)C2=CC=CC=C2)C